ClC1=CC(=C(C=C1)C1=NC(=CC(=C1)C(=O)OCC)N1CC(OCC1)C=1C=NN(C1)C1CC1)F ethyl 2-(4-chloro-2-fluoro-phenyl)-6-[2-(1-cyclopropylpyrazol-4-yl)morpholin-4-yl]pyridine-4-carboxylate